tert-butyl (1R,5S)-3-(7-bromo-8-fluoro-2-(((2R,7aS)-2-fluorotetrahydro-1H-pyrrolizin-7a(5H)-yl)methoxy)-6-iodoquinazolin-4-yl)-3,8-diazabicyclo[3.2.1]octane-8-carboxylate BrC1=C(C=C2C(=NC(=NC2=C1F)OC[C@]12CCCN2C[C@@H](C1)F)N1C[C@H]2CC[C@@H](C1)N2C(=O)OC(C)(C)C)I